Ethyl ((5-isobutyl-4-methyl-3-(4-((2-methyl-1H-imidazol-1-yl)methyl)phenyl)thiophen-2-yl)sulfonyl)carbamate C(C(C)C)C1=C(C(=C(S1)S(=O)(=O)NC(OCC)=O)C1=CC=C(C=C1)CN1C(=NC=C1)C)C